(±)-9-(1-(3,4-dichlorophenylamino)ethyl)-7-methyl-2-morpholin-4-yl-pyrido[1,2-a]pyrimidin-4-one ClC=1C=C(C=CC1Cl)N[C@H](C)C1=CC(=CN2C1=NC(=CC2=O)N2CCOCC2)C |r|